tert-butyl (E)-3-(5-methyl-1-{[2-(trimethylsilyl)ethoxy]methyl}-4-pyrazolyl)-2-butenoate CC1=C(C=NN1COCC[Si](C)(C)C)/C(=C/C(=O)OC(C)(C)C)/C